6-[(1-acetyl-4-piperidyl)oxy]-2-[(2R)-3-(3,4-dihydro-1H-isoquinolin-2-yl)-2-hydroxypropyl]-3,4-dihydroisoquinolin-1-one C(C)(=O)N1CCC(CC1)OC=1C=C2CCN(C(C2=CC1)=O)C[C@@H](CN1CC2=CC=CC=C2CC1)O